phosphoric tri(dichloropropyl) ester ClC(CCOP(OCCC(Cl)Cl)(OCCC(Cl)Cl)=O)Cl